FC1(CCC(CC1)N1C(N([C@H](C1)C#N)C1=CN=CC2=CC=CC=C12)=O)F (R)-1-(4,4-difluorocyclohexyl)-3-(isoquinolin-4-yl)-2-oxoimidazolidine-4-carbonitrile